C(#N)C1=C(C(=C(C(=C1)C(C)C)NC(=O)N=S(=O)(N)C1=CN=C(S1)C(C)(C)O)C(C)C)F N'-((4-cyano-3-fluoro-2,6-diisopropylphenyl)carbamoyl)-2-(2-hydroxypropan-2-yl)thiazole-5-sulfonimidamide